2,6-dimethylbenzoyl-diphenylphosphine oxide CC1=C(C(=O)P(C2=CC=CC=C2)(C2=CC=CC=C2)=O)C(=CC=C1)C